NC1=C(C=NN1S(=O)(=O)C1=CC=C(C)C=C1)C1=CC=C2C(N(C=NC2=C1)[C@H](C)C=1C=C(C(=O)NC)C=CC1)=O (R)-3-(1-(7-(5-amino-1-tosyl-1H-pyrazol-4-yl)-4-oxoquinazolin-3(4H)-yl)ethyl)-N-methylbenzamide